6-phenoxytetrahydro-4H-pyran O(C1=CC=CC=C1)C1CCCCO1